N-([1,1'-Biphenyl]-3-ylmethyl)-1-(4-hydroxypyridin-2-yl)-1H-pyrazole-4-carboxamide C1(=CC(=CC=C1)CNC(=O)C=1C=NN(C1)C1=NC=CC(=C1)O)C1=CC=CC=C1